(R)-8-(7-methyl-8-(2-(trifluoromethyl)pyridin-4-yl)imidazo[1,2-c]pyrimidin-5-yl)-8-azaspiro[4.5]decan-1-amine CC1=C(C=2N(C(=N1)N1CCC3(CCC[C@H]3N)CC1)C=CN2)C2=CC(=NC=C2)C(F)(F)F